5-chloro-3-(3-methoxy-4-(trifluoromethyl)benzamido)benzofuran-2-carboxylic acid ClC=1C=CC2=C(C(=C(O2)C(=O)O)NC(C2=CC(=C(C=C2)C(F)(F)F)OC)=O)C1